6-Benzyl-2-oxo-1,2,5,6,7,8-hexahydro-[1,6]naphthyridine-3-carbonitrile C(C1=CC=CC=C1)N1CC=2C=C(C(NC2CC1)=O)C#N